Cl.Cl.FC1=CC(=CC2=CN(N=C12)C)C=1C=C(C(=NC1)C=1N=NC(=CC1)OC1CC(NC(C1)(C)C)(C)C)O 5-(7-fluoro-2-methyl-2H-indazol-5-yl)-2-{6-[(2,2,6,6-tetramethylpiperidin-4-yl)oxy]pyridazin-3-yl}pyridin-3-ol dihydrochloride